((2-(((4S,7S,11aS)-4-(rel-(trans)-3-cyano-4-phenylpyrrolidine-1-carbonyl)-6-oxodecahydro-2H-pyrido[1,2-a]azocin-7-yl)carbamoyl)benzo[b]thiophen-5-yl)difluoromethyl)phosphonic acid C(#N)[C@@H]1CN(C[C@H]1C1=CC=CC=C1)C(=O)[C@@H]1CCC[C@H]2N1C([C@H](CCCC2)NC(=O)C2=CC1=C(S2)C=CC(=C1)C(F)(F)P(O)(O)=O)=O